CP(=O)(C)C1=CC(=C(C=C1)NCC#CC1=C(C2=C(S1)C(=CC=C2)NC2CC1(CN(C1)C(=O)[O-])C2)CC(F)(F)F)OC 6-((2-(3-((4-(dimethylphosphoryl)-2-methoxyphenyl) amino) prop-1-yn-1-yl)-3-(2,2,2-trifluoroethyl) benzo[b]thiophen-7-yl) amino)-2-azaspiro[3.3]heptane-2-carboxylate